ClC=1C(=CC(=C(C1)S(=O)C1=C(C=C(C(=C1)Cl)O)O)O)O Bis(5-chloro-2,4-dihydroxyphenyl) sulfoxide